tert-butyl (2-((2S,4R)-2-(((1H-pyrrolo[3,2-c]pyridin-2-yl)methyl)carbamoyl)-4-(difluoromethoxy)pyrrolidin-1-yl)-2-oxoethyl)carbamate N1C(=CC=2C=NC=CC21)CNC(=O)[C@H]2N(C[C@@H](C2)OC(F)F)C(CNC(OC(C)(C)C)=O)=O